4-(piperidin-1-ylsulfonyl)benzaldehyde N1(CCCCC1)S(=O)(=O)C1=CC=C(C=O)C=C1